CSC(N)=N 2-methylisothiourea